(3S,5r)-1-ethyl-5-((5-(2-hydroxy-6-methyl-4-(trifluoromethyl)phenyl)-[1,2,4]triazolo[1,5-a]pyrimidin-2-yl)amino)piperidin-3-ol C(C)N1C[C@H](C[C@H](C1)NC1=NN2C(N=C(C=C2)C2=C(C=C(C=C2C)C(F)(F)F)O)=N1)O